C(CCC)P(C(CCC)CCCC)C(CCC)CCCC butyl-di-(4-octyl)phosphine